(2S)-1-(4-cyanophenyl)-5-(4-(trifluoromethyl)phenyl)piperidine-2-carboxamide C(#N)C1=CC=C(C=C1)N1[C@@H](CCC(C1)C1=CC=C(C=C1)C(F)(F)F)C(=O)N